tert-Butyl N-[2-(1-adamantylamino)ethyl]carbamate C12(CC3CC(CC(C1)C3)C2)NCCNC(OC(C)(C)C)=O